FC=1C=C2N=CC(=NC2=CC1)C=1C=C2CN(C(C2=CC1)=O)C1CNCCC1 3-[5-(6-fluoroquinoxalin-2-yl)-1-oxo-2,3-dihydro-1H-isoindol-2-yl]piperidine